((3R)-4-amino-3-methyl-1,3-dihydrofuro[3,4-c]quinolin-8-yl)((2R,4R)-4-(4-chlorophenyl)-2-cyclopropyl-1-pyrrolidinyl)methanone NC1=NC=2C=CC(=CC2C2=C1[C@H](OC2)C)C(=O)N2[C@H](C[C@@H](C2)C2=CC=C(C=C2)Cl)C2CC2